(S)-7-((S)-5-Chloro-6-methoxy-2-((methylamino)methyl)-2-phenyl-2,3-dihydrobenzofuran-4-yl)-8-fluoroimidazo[1,2-a]pyridine-6-carboxamide ClC=1C(=CC2=C(C[C@](O2)(C2=CC=CC=C2)CNC)C1C1=C(C=2N(C=C1C(=O)N)C=CN2)F)OC